CC1=C(C(=CC=C1)C)NC1=NN(C2=NC(=NC=C21)NC2=CC=C1CCN(CC1=C2)C=2C=CC1=C(N=NN(C1=O)C1C(NC(CC1)=O)=O)C2)C 3-(7-(7-((3-((2,6-dimethylphenyl)amino)-1-methyl-1H-pyrazolo[3,4-d]pyrimidin-6-yl)amino)-3,4-dihydroisoquinolin-2(1H)-yl)-4-oxobenzo[d][1,2,3]triazin-3(4H)-yl)piperidin-2,6-dione